F[C@@H]1C[C@H](CN[C@H]1C)NC(OC(C)(C)C)=O |r| rac-tert-butyl ((3R,5R,6S)-5-fluoro-6-methylpiperidin-3-yl)carbamate